bis(trimethylsilyl)amide lithium [Li+].C[Si](C)(C)[N-][Si](C)(C)C